FC(S(=O)(=O)OC1=C(C=C(C2=CC=CC=C12)C#N)F)(F)F (4-cyano-2-fluoro-1-naphthyl) trifluoromethanesulfonate